4-(4-fluorophenyl)-1-(4-phenylbutyl)piperidine FC1=CC=C(C=C1)C1CCN(CC1)CCCCC1=CC=CC=C1